C(C)C1=CC=C(CC=2C(=C(C=O)C=CC2C)O)C=C1 3-(4-ethyl-benzyl)-2-hydroxy-4-methylbenzaldehyde